CS(=O)(=O)OCCCN(S(=O)(=O)C1=C(C(=C(C=C1)NC1=NN2C=NC(=C(C2=N1)OC(C)C)C=1C=NN(C1)C(C)OCC)F)C)C 3-[N-methyl-4-({7-[1-(1-ethoxyethyl)pyrazol-4-yl]-8-isopropoxy-[1,2,4]triazolo[1,5-c]pyrimidin-2-yl}amino)-3-fluoro-2-methylbenzenesulfonamido]propyl methanesulfonate